C1(=CC=CC2=CC=CC=C12)N[C@H](C)C(=O)O (1-naphthyl)-D-alanine